C(C)(=O)OCCCCCCCCCCC\C=C/CCCl (12Z)-15-chloro-12-pentadecenyl acetate